2H-pyrido[2,3-b][1,4]oxazin-3(4H)-one N1C2=C(OC(C1)=O)N=CC=C2